(2S)-2-[2-(2-benzyloxyethoxy)ethoxy]propan-1-ol C(C1=CC=CC=C1)OCCOCCO[C@H](CO)C